2'-ethoxy-5-(3-(4-fluoro-2-(trifluoromethyl)benzamido)-2-methylpyrrolidin-1-yl)-N-((R)-pyrrolidin-3-yl)-[2,3'-bipyridine]-6-carboxamide C(C)OC1=NC=CC=C1C1=NC(=C(C=C1)N1C(C(CC1)NC(C1=C(C=C(C=C1)F)C(F)(F)F)=O)C)C(=O)N[C@H]1CNCC1